C(C1=CC=CC=C1)N1C=C(C2=CC=C(C=C12)F)CC1CCC(N1)=O 5-((1-benzyl-6-fluoro-1H-indol-3-yl)methyl)pyrrolidin-2-one